tert-Butyl (E)-3-(3-methoxy-3-oxoprop-1-en-1-yl)-8-azabicyclo[3.2.1]octane-8-carboxylate COC(/C=C/C1CC2CCC(C1)N2C(=O)OC(C)(C)C)=O